(S)-2-(4-(6-((4-cyano-2-fluorobenzyl)oxy)pyridin-2-yl)-2-fluorobenzyl)-1-(oxolan-2-ylmethyl)-1H-thieno[2,3-d]imidazole-5-carboxylic acid C(#N)C1=CC(=C(COC2=CC=CC(=N2)C2=CC(=C(CC=3N(C4=C(N3)SC(=C4)C(=O)O)C[C@H]4OCCC4)C=C2)F)C=C1)F